FC=1C=2N(C=C(C1)C(NC1=CC=C(C=N1)N1CC3CCCC(C1)N3C(=O)OC(C)(C)C)=N)C=C(N2)C tert-butyl 3-(6-(8-fluoro-2-methylimidazo[1,2-a]pyridine-6-carboximidamido)pyridin-3-yl)3,9-diazabicyclo[3.3.1]nonane-9-carboxylate